ClC=1C(=NC(=NC1)NC1CCCCC1)NC1=C(C=CC=C1)P(C)(C)=O (2-((5-Chloro-2-(cyclohexylamino)pyrimidin-4-yl)amino)phenyl)dimethylphosphine oxide